C(#N)C1=CC(=C(C=C1)NS(=O)(=O)C1=CNC(=C1)C1=CC(=CC=C1)C(F)(F)F)F N-(4-cyano-2-fluoro-phenyl)-5-[3-(trifluoromethyl)phenyl]-1H-pyrrole-3-sulfonamide